(S)-N-(8,9-difluoro-6-oxo-1,4,5,6-tetrahydro-2H-pyrano[3,4-c]isoquinolin-1-yl)-3-fluoro-N-methyl-5-phenoxybenzamide FC=1C(=CC=2C3=C(NC(C2C1)=O)COC[C@H]3N(C(C3=CC(=CC(=C3)OC3=CC=CC=C3)F)=O)C)F